ClCC1=NC2=C(N1C[C@H]1OCC1)C=C(C=C2)C(=O)OC(C)(C)C Tert-butyl (S)-2-(chloromethyl)-1-(oxetan-2-ylmethyl)-1H-benzo[d]imidazole-6-carboxylate